FC(S(=O)(=O)[O-])(F)F.N1=C(N=CC=C1)C1=CN=[NH+]C=C1 4-pyrimidin-2-yl-pyridazin-1-ium trifluoromethanesulfonate